N(=NC(=O)OC(C)C)C(=O)OC(C)C.[N] nitrogen Diisopropyl azodicarboxylate